ClC=1C(=C(C(=CC1)OC)C1=C(C(=O)NC=2SC(=NN2)COC2=CC=C(C=C2)Cl)C=CC(=N1)C)F (3-chloro-2-fluoro-6-methoxyphenyl)-N-(5-((4-chlorophenoxy)methyl)-1,3,4-thiadiazol-2-yl)-6-methylnicotinamide